3-bromo-1-(3,5-dichloro-2-pyridyl)-1H-pyrazole-5-carboxylic acid BrC1=NN(C(=C1)C(=O)O)C1=NC=C(C=C1Cl)Cl